C(C1=CC=CC=C1)N1C=NC2=C1C=C(C=C2)C2=NNC(=C2)NC2=CC=C(C(=O)NC1CCN(CC1)C)C=C2 4-((3-(1-benzyl-1H-benzo[d]imidazol-6-yl)-1H-pyrazol-5-yl)amino)-N-(1-methylpiperidin-4-yl)benzamide